C(C1(C=2C(=C(C(=C(C2C(C(C1([2H])[2H])([2H])[2H])([2H])C([2H])([2H])[2H])[2H])C1=C(C=2C3=CC=CC=C3C3=CC=CC=C3C3=CC=CC=C3C2C=C1)NC=1C(=CC=CC1)N)[2H])[2H])C([2H])([2H])[2H])([2H])([2H])[2H] N1-(2-(5,5,8-Tris(methyl-d3)-5,6,7,8-tetrahydronaphthalen-2-yl-1,3,4,6,6,7,7,8-d8)tetraphenylen-1-yl)benzene-1,2-diamine